C1(CC1)C1CC1 bicyclopropane